N-((R)-4-(2-hydroxyethoxy)butan-2-yl)-N-(3-(6-(3-methoxyazetidin-1-yl)-2-(methylsulfonyl)pyrimidin-4-yl)-1-(tetrahydro-2H-pyran-2-yl)-1H-indazol-5-yl)-2-nitrobenzenesulfonamide OCCOCC[C@@H](C)N(S(=O)(=O)C1=C(C=CC=C1)[N+](=O)[O-])C=1C=C2C(=NN(C2=CC1)C1OCCCC1)C1=NC(=NC(=C1)N1CC(C1)OC)S(=O)(=O)C